C(C)(C=1C=NC=CC1)=NO 3-acetyl-pyridine oxime